C1(CC1)C#CCC1=NC2=C(N1C(=O)N)C=CC=C2N2CCN(CC2)C (3-Cyclopropylprop-2-ynyl)-4-(4-methylpiperazin-1-yl)-1H-benzo[d]imidazole-1-carboxamide